C([O-])([O-])=O.[Cu+2].[Sr+2].[Bi+3] bismuth strontium copper carbonate